ClCNC([C@H](C)N1C(C2=CC=CC=C2C1=O)=O)=O (S)-N-(chloromethyl)-2-(1,3-dioxoisoindolin-2-yl)propanamide